C(C)C(COS(=O)(=O)[O-])CCCC 2-Ethylhexylsulfate